O=C1N(CC2=CC(=CC=C12)CC1CCNCC1)C1CNCCC1 3-(1-oxo-5-(piperidin-4-ylmethyl)isoindolin-2-yl)piperidine